N-(cyclopropylmethyl)-6-methoxy-5-({6-[(1R,2S)-5'-methoxy-2'-oxo-1',2'-dihydrospiro[cyclopropane-1,3'-indol]-2-yl]-1H-indazol-3-yl}amino)pyridine-2-carboxamide C1(CC1)CNC(=O)C1=NC(=C(C=C1)NC1=NNC2=CC(=CC=C12)[C@@H]1C[C@@]12C(NC1=CC=C(C=C21)OC)=O)OC